[OH-].[Li+].[Al+3].[OH-].[OH-].[OH-] aluminum lithium hydroxide salt